bis-secondary butylamino-diphenylmethane C(C)(CC)NC(C1=CC=CC=C1)(C1=CC=CC=C1)NC(C)CC